CC1(C=CNN1)C 5-methyl-5-methylpyrazoline